1-((3S,4R)-4-(3-((4-amino-5-(4-(2-fluorophenoxy)phenyl)-7-methyl-7H-pyrrolo[2,3-d]pyrimidin-6-yl)ethynyl)azetidin-1-yl)-3-hydroxypiperidin-1-yl)prop-2-en-1-one NC=1C2=C(N=CN1)N(C(=C2C2=CC=C(C=C2)OC2=C(C=CC=C2)F)C#CC2CN(C2)[C@H]2[C@H](CN(CC2)C(C=C)=O)O)C